C(C1=CC=CC=C1)OC1=C(C(=C(C(=O)OCC2=CC=CC=C2)C=C1)C#C[Si](C)(C)C)C1OCCO1 benzyl 4-(benzyloxy)-3-(1,3-dioxolan-2-yl)-2-[2-(trimethylsilyl)ethynyl]benzoate